1-methyl-N-[(1S)-1-phenyl-2-(pyrrolidin-1-yl)ethyl]-1H-pyrazole-5-carboxamide CN1N=CC=C1C(=O)N[C@H](CN1CCCC1)C1=CC=CC=C1